2-((1H-pyrazol-1-yl)methyl)-7-morpholino-5-(3-(m-tolyl)-1H-pyrazol-1-yl)furo[3,2-b]pyridine N1(N=CC=C1)CC1=CC2=NC(=CC(=C2O1)N1CCOCC1)N1N=C(C=C1)C=1C=C(C=CC1)C